C(C1=CC=CC=C1)OC1=CC=C(C=C1)C1C(CN(CC1)C(=O)OC(C)(C)C)F tert-butyl 4-(4-(benzyloxy) phenyl)-3-fluoropiperidine-1-carboxylate